1-(2-aminobenzo[d]thiazol-6-yl)-1-[2-(4-morpholinyl)ethyl]-3-(4-acetylphenyl)urea NC=1SC2=C(N1)C=CC(=C2)N(C(=O)NC2=CC=C(C=C2)C(C)=O)CCN2CCOCC2